3-[3-(Prop-2-yn-1-yloxy)propoxy]prop-1-yne C(C#C)OCCCOCC#C